6-(4-Chlorobenzyl)-3-(2-methoxypropan-2-yl)-8-(morpholin-4-yl)pyrido[2,3-e][1,2,4]triazolo[4,3-c]pyrimidin-5(6H)-one ClC1=CC=C(CN2C(N3C(C4=C2C=C(C=N4)N4CCOCC4)=NN=C3C(C)(C)OC)=O)C=C1